4-(1-(2-(1-(2-(2,6-dioxopiperidin-3-yl)-1,3-dioxoisoindolin-5-yl)piperidin-4-yl)acetyl)piperidin-4-yl)-N-(2-(((S)-2-methylpyrrolidin-1-yl)methyl)-1H-benzo[d]imidazol-5-yl)benzamide O=C1NC(CCC1N1C(C2=CC=C(C=C2C1=O)N1CCC(CC1)CC(=O)N1CCC(CC1)C1=CC=C(C(=O)NC2=CC3=C(NC(=N3)CN3[C@H](CCC3)C)C=C2)C=C1)=O)=O